3-Chloro-5-methyl-9-[(3R)-1-methylpiperidin-3-yl]-6,7,8,9-tetrahydro-5H-pyridazino[3,4-b][1,4]diazepine ClC1=CC2=C(N(CCCN2C)[C@H]2CN(CCC2)C)N=N1